(6-bromo-1-methyl-1H-benzo[d]imidazol-2-yl)methanamine BrC=1C=CC2=C(N(C(=N2)CN)C)C1